BrC1=CC=NN1CC 5-bromo-1-ethyl-1H-pyrazol